C(C)(C)(C)OC(N(CC(C)(C)C)C1=NC(=CC=C1)C)=O (6-methylpyridin-2-yl)(neopentyl)carbamic acid tert-butyl ester